CSSCCC METHYLPROPYLDISULFID